C(C)(C)(C)OC(=O)N(C(C)C1=C(C=CC(=C1)F)NC1=C(C(=O)O)C=C(C=C1)C(F)(F)F)CCC1=NC(=CC=C1[N+](=O)[O-])OC 2-((2-(1-((tert-butoxycarbonyl)(2-(6-methoxy-3-nitropyridin-2-yl)ethyl)amino)ethyl)-4-fluorophenyl)amino)-5-(trifluoromethyl)benzoic acid